3-(4-methoxyphenyl)-1-(2-hydroxy-4-methoxyphenyl)-2-propen-1-one COC1=CC=C(C=C1)C=CC(=O)C1=C(C=C(C=C1)OC)O